3-(4-fluorophenoxy)azetidin FC1=CC=C(OC2CNC2)C=C1